ClC1=CC=CC(=N1)C(=O)N1CC([C@H](C12C[C@H]([C@H](C2)F)F)O)(F)F (6-chloropyridin-2-yl)((4S,7R,8S)-3,3,7,8-tetrafluoro-4-hydroxy-1-azaspiro[4.4]nonan-1-yl)methanone